2-(1-Oxo-1-(4-(5-(trifluoromethyl)pyrimidin-2-yl)piperazin-1-yl)prop-2-yl)-2H-indazole O=C(C(C)N1N=C2C=CC=CC2=C1)N1CCN(CC1)C1=NC=C(C=N1)C(F)(F)F